COC1=C(CNC)C=CC=C1 2-methoxy-N-methylbenzylamine